N1N=CC(=C1)C=1C=NNC1 4-(1H-pyrazol-4-yl)pyrazol